N[C@@H](C(=O)NC=1C=C2C(=C(NC2=CC1)C1=CC(=C(C=C1)OC)OC)C(C)C)[C@@H](CC)C (2r,3r)-2-amino-N-(2-(3,4-dimethoxyphenyl)-3-isopropyl-1H-indol-5-yl)-3-methylpentanamide